FC(C1=NC(=NC(=N1)C(F)F)N1[C@H](C=2NC3=CC=C(C=C3C2CC1)N1N=CC=N1)C[C@H]1COCCC1)F (1S)-2-[4,6-bis(difluoromethyl)-1,3,5-triazin-2-yl]-1-{[(3S)-oxan-3-yl]methyl}-6-(2H-1,2,3-triazol-2-yl)-2,3,4,9-tetrahydro-1H-pyrido[3,4-b]indole